FC1=C(C=CC=C1)C=1N(C2=C(C=NC(=C2)C=2OC(NN2)=O)N1)[C@H]1C[C@H](CCC1)NC(OC(C)(C)C)=O tert-butyl ((1S,3R)-3-(2-(2-fluorophenyl)-6-(5-oxo-4,5-dihydro-1,3,4-oxadiazol-2-yl)-1H-imidazo[4,5-c]pyridin-1-yl)cyclohexyl)carbamate